6-bromo-N-[3-chloro-4-(difluoromethoxy)phenyl]quinazolIn-4-amine BrC=1C=C2C(=NC=NC2=CC1)NC1=CC(=C(C=C1)OC(F)F)Cl